di-tert-butyl-[2-(2,4,6-triisopropylphenyl)phenyl]phosphin C(C)(C)(C)P(C1=C(C=CC=C1)C1=C(C=C(C=C1C(C)C)C(C)C)C(C)C)C(C)(C)C